C(C)(C)(C)C=1C=CC(=C(C1)C1=CC=CC=C1)NC=1C=CC2=C(C3=C(O2)C=C2C=CC=CC2=C3)C1 N-(5-(tert-butyl)-[1,1'-biphenyl]-2-yl)naphtho[2,3-b]benzofuran-2-amine